ClC1=C(C#N)C=CC(=C1)N1C(C2(CC1)CCN(CC2)C2=CC=C(C=C2)C(=O)N2CCN(CC2)C2CCN(CC2)C=2C=C1C(N(C(C1=CC2)=O)C2C(NC(CC2)=O)=O)=O)C 2-chloro-4-(8-(4-(4-(1-(2-(2,6-dioxopiperidin-3-yl)-1,3-dioxoisoindolin-5-yl)piperidin-4-yl)piperazine-1-carbonyl)phenyl)-1-methyl-2,8-diazaspiro[4.5]decan-2-yl)benzonitrile